2'-chloro-5'-methoxy-6-methyl-N-(5-phenyl-1,3,4-thiadiazol-2-yl)-(4,4'-bipyridine)-3-carboxamide ClC1=NC=C(C(=C1)C1=C(C=NC(=C1)C)C(=O)NC=1SC(=NN1)C1=CC=CC=C1)OC